(R)-2-((4-(3-((4-cyano-2-fluorobenzyl)oxy)-1H-pyrazol-1-yl)piperidin-1-yl)methyl)-1-((tetrahydrofuran-3-yl)methyl)-1H-benzo[d]imidazole-6-carboxylic acid C(#N)C1=CC(=C(COC2=NN(C=C2)C2CCN(CC2)CC2=NC3=C(N2C[C@@H]2COCC2)C=C(C=C3)C(=O)O)C=C1)F